7-Fluoro-5-(2-isopropyl-6-methyl-pyrrolo[2,3-b]pyridin-1-yl)indolin FC=1C=C(C=C2CCNC12)N1C(=CC=2C1=NC(=CC2)C)C(C)C